O1CCCC2=CC=C(C=C12)C(=O)N1[C@H](C=2C(CC1)=C(N(N2)C)C2=CC(=NN2C)C(F)(F)F)C (S)-Chroman-7-yl(2,7-dimethyl-3-(1-methyl-3-(trifluoromethyl)-1H-pyrazol-5-yl)-2,4,5,7-tetrahydro-6H-pyrazolo[3,4-c]pyridin-6-yl)methanone